C(N)(OC1CCN(CC1)S(=O)(=O)Cl)=O (1-(chlorosulfonyl)-piperidin-4-yl) carbamate